2-bromoacetic acid Ethyl ester C(C)OC(CBr)=O